CC1=C(C=C(C=C1)NC(C1=NC=C(C(=C1)C(F)(F)F)OCCOC1OCCCC1)=O)C=1C=NC2=CC(=NC=C2C1)NC N-(4-methyl-3-(7-(methylamino)-1,6-naphthyridin-3-yl)phenyl)-5-(2-((tetrahydro-2H-pyran-2-yl)oxy)ethoxy)-4-(trifluoromethyl)picolinamide